Di((1R,3R,5S)-bicyclo[3.1.0]hexan-3-yl) 2,2'-((((((R)-1-(6-amino-9H-purin-9-yl)propan-2-yl)oxy)methyl)phosphoryl)bis(azanediyl))bis(2-methylpropanoate) NC1=C2N=CN(C2=NC=N1)C[C@@H](C)OCP(=O)(NC(C(=O)OC1C[C@H]2C[C@H]2C1)(C)C)NC(C(=O)OC1C[C@H]2C[C@H]2C1)(C)C